(S)-6-((4-((2-hydroxy-1-phenylethyl)amino)-5-(3,8-dioxa-1-azaspiro[4.5]dec-1-en-2-yl)pyridin-2-yl)amino)-1-isopropyl-1,2-dihydro-3H-pyrazolo[3,4-b]pyridin-3-one OC[C@H](C1=CC=CC=C1)NC1=CC(=NC=C1C1=NC2(CO1)CCOCC2)NC2=CC=C1C(=N2)N(NC1=O)C(C)C